CN1C2CC(C(C1)CC2)OC2=C(SC=C2)C(=O)N 3-((2-methyl-2-azabicyclo[2.2.2]octan-5-yl)oxy)thiophene-2-carboxamide